N[C@@H]1CC[C@H](CC1)C1(NC=C(C(=N1)NC1=C(C=CC=C1)S(=O)(=O)C(C)C)C)N 2-(trans-4-aminocyclohexyl)-N4-(2-(isopropylsulfonyl)phenyl)-5-methylpyrimidine-2,4-diamine